C[SiH](OCC1CCC(CC1)CO[SiH](C)C)C 1,4-bis(dimethylsilyloxymethyl)cyclohexane